2-(2-(3-(1-(cyclobutylmethyl)-1H-indazole-3-carboxamido)-4-(piperidin-1-yl)benzamido)-5-fluorophenyl)acetic acid C1(CCC1)CN1N=C(C2=CC=CC=C12)C(=O)NC=1C=C(C(=O)NC2=C(C=C(C=C2)F)CC(=O)O)C=CC1N1CCCCC1